tert-butyl 4-(((4-cyanopyridin-2-yl)oxy) methyl)piperidine-1-carboxylate C(#N)C1=CC(=NC=C1)OCC1CCN(CC1)C(=O)OC(C)(C)C